N-{(S)-1-Benzyl-2-[4-(4-hydroxyphenyl)-piperazin-1-yl]-2-oxoethyl}-acetamide C(C1=CC=CC=C1)[C@@H](C(=O)N1CCN(CC1)C1=CC=C(C=C1)O)NC(C)=O